ClC1=CC(=NC=N1)C(C(=O)N)CN1CCN(CC1)C (6-chloropyrimidin-4-yl)-3-(4-methylpiperazin-1-yl)propionamide